aminoethylaminoethanesulfonate NCCNC(C)S(=O)(=O)[O-]